(E)-2-(2-bromovinyl)thiophene Br/C=C/C=1SC=CC1